BrC=1C=C(C=CC1F)N\C(=N/O)\C=1C(=NON1)SCCC(=O)O (Z)-3-((4-(N-(3-bromo-4-fluorophenyl)-N'-hydroxycarbamimidoyl)-1,2,5-oxadiazol-3-yl)thio)propanoic acid